bromocetyl-pyridineethanol BrC1=C(C(=NC=C1)CCO)CCCCCCCCCCCCCCCC